(2S,3R)-butane-1,2,3,4-tetrol C([C@@H]([C@@H](CO)O)O)O